CC(C=O)CC1=CC2=C(C=C1)OCO2 2-Methyl-3-(3,4-methylenedioxyphenyl)propanal